(S)-S-(2,2,3,3,11,11-hexamethyl-9-oxo-4,10-dioxa-8-aza-3-siladodecan-6-yl)ethanethioate CC(C)([Si](OC[C@H](CNC(OC(C)(C)C)=O)S=C(C)[O-])(C)C)C